1-(N-Methylsulfamoyl)azetidin-3-yl-(7-fluoro-6-(8-methyl-2,3-dihydro-1H-pyrido[2,3-b][1,4]oxazin-7-yl)isochinolin-3-yl)carbamat CNS(=O)(=O)N1CC(C1)N(C([O-])=O)C=1N=CC2=CC(=C(C=C2C1)C1=C(C2=C(OCCN2)N=C1)C)F